3-(trifluoromethyl)-1H-pyrazole-4-carbonitrile FC(C1=NNC=C1C#N)(F)F